5-[6-[1-[2-(aminomethyl)-3,3-difluoro-allyl]-5-oxo-1,2,4-triazol-4-yl]-2-pyridinyl]-1-ethyl-pyridin-2-one NCC(CN1N=CN(C1=O)C1=CC=CC(=N1)C=1C=CC(N(C1)CC)=O)=C(F)F